NCCCN1C=NC=C1 N-aminopropyl-imidazole